5-(chloromethyl)-3-[3-fluoro-3-(3-fluorophenyl)cyclobutyl]-1,2,4-oxadiazole ClCC1=NC(=NO1)C1CC(C1)(C1=CC(=CC=C1)F)F